2-(benzo[d]thiazole-2-yl)aniline S1C(=NC2=C1C=CC=C2)C2=C(N)C=CC=C2